BrC1=CC(=C(O[C@H](C(=O)O)C)C=C1)C=C(F)F (2S)-2-[4-bromo-2-(2,2-difluorovinyl)phenoxy]propionic acid